C(C)N(C=1C(=C(C=C(C1)C1=CC=C(C=C1)[N+](=O)[O-])C(=O)OC)C)C1CCOCC1 Methyl 5-(ethyl(tetrahydro-2H-pyran-4-yl)amino)-4-methyl-4'-nitro-[1,1'-biphenyl]-3-carboxylate